NCC1=NNC(C2=C(C=C(C=C12)C=1C=NN(C1C1=C(C#N)C(=CC=C1)CC)C)Cl)=O 2-(4-(4-(aminomethyl)-8-chloro-1-oxo-1,2-dihydrophthalazin-6-yl)-1-methyl-1H-pyrazol-5-yl)-6-ethylbenzonitrile